C1(CC1)C1=NC2=CC(=CC=C2C(=C1C(=O)NCC1=CC=C(C=C1)F)C)C(F)(F)F 2-cyclopropyl-N-[(4-fluorophenyl)-methyl]-4-methyl-7-(trifluoromethyl)-quinoline-3-carboxylic acid amide